C(C)(=O)N1CC=2N(CC1)C(=NC2C=2C=CC=C1C=C(N=CC21)C=2C=CC(=NC2)C(=O)NCCCNC2=C1C(N(C(C1=CC=C2)=O)C2C(NC(CC2)=O)=O)=O)CC 5-(8-(7-Acetyl-3-ethyl-5,6,7,8-tetrahydroimidazo[1,5-a]pyrazin-1-yl)isoquinolin-3-yl)-N-(3-((2-(2,6-dioxopiperidin-3-yl)-1,3-dioxoisoindolin-4-yl)amino)propyl)picolinamide